C(CC)S(=O)(=O)NC(C1=CC=CC=C1)=O N-(propylsulfonyl)benzamide